8-(acetoxy)decanal tert-butyl-(E)-4-(3-(5-carbamoyl-2-((4-(1,3-dioxoisoindolin-2-yl)but-2-en-1-yl)amino)-3-nitrophenoxy)prop-1-yn-1-yl)piperidine-1-carboxylate C(C)(C)(C)OC(=O)N1CCC(CC1)C#CCOC1=C(C(=CC(=C1)C(N)=O)[N+](=O)[O-])NC\C=C\CN1C(C2=CC=CC=C2C1=O)=O.C(C)(=O)OC(CCCCCCC=O)CC